C1(CC1)C1=CC=C(C(=N1)C1=CC=2N(C=C1)C=CN2)C=2C=NN(C2)CC(C)(C)C 7-{6-cyclopropyl-3-[1-(2,2-dimethylpropyl)-1H-pyrazol-4-yl]pyridin-2-yl}imidazo[1,2-a]pyridine